BrC1=CC=C2C=C(N(C2=C1)C(=O)OC(C)(C)C)CNC(=O)C1(CC1)C tert-butyl 6-bromo-2-((1-methylcyclopropane-1-carboxamido)methyl)-1H-indole-1-carboxylate